ClC=1C(NN=CC1O[C@H](COCCC(=O)N1CCN(CC1)C1=NC=C(C=N1)Cl)C)=O 4-Chloro-5-[[(2S)-1-[3-[4-(5-chloropyrimidin-2-yl)piperazin-1-yl]-3-oxopropoxy]propan-2-yl]oxy]-2,3-dihydropyridazin-3-one